CC1(NC=2C=CC=C(C2NC1=O)C(=O)OC)C methyl 2,2-dimethyl-3-oxo-1,2,3,4-tetrahydro-quinoxaline-5-carboxylate